4-((4-(2-methoxyethyl)piperazin-1-yl)methyl)-3-(trifluoromethyl)aniline COCCN1CCN(CC1)CC1=C(C=C(N)C=C1)C(F)(F)F